NC=1C(=NC(=NC1C1=C2C=NN(C2=CC=C1C)C1OCCCC1)C1=C(C=C(C=C1)F)N)C(=O)OCC ethyl 5-amino-2-(2-amino-4-fluoro-phenyl)-6-(5-methyl-1-tetrahydropyran-2-yl-indazol-4-yl)pyrimidine-4-carboxylate